O=C1NC2=C(N1)C=CC=C2 oxo-2,3-dihydro-1H-benzo[d]imidazole